(2R,3S)-1-tert-butoxycarbonyl-3-[methyl(2-pyrrolidin-1-ylethyl)carbamoyl]piperidine-2-carboxylic acid C(C)(C)(C)OC(=O)N1[C@H]([C@H](CCC1)C(N(CCN1CCCC1)C)=O)C(=O)O